COC1=CC=C(C=C1)C=1N=C(SC1)NC(CSC1=NC2=NC=CN=C2C(N1CCC1=CC=CC=C1)=O)=O N-(4-(4-Methoxyphenyl)thiazol-2-yl)-2-((4-oxo-3-phenethyl-3,4-dihydropteridin-2-yl)thio)acetamide